OC=1C=CC2=C(SC(=C2C(=O)C2=CC=C(O[C@H]3CN(CC3)C(C(=C)C)=O)C=C2)C2=CC=C(C=C2)O)C1 (R)-1-(3-(4-(6-hydroxy-2-(4-hydroxyphenyl)benzo[b]thiophene-3-carbonyl)phenoxy)pyrrolidin-1-yl)-2-methylprop-2-en-1-one